CC1(CC1)C(=O)NCC1=CN=C(N=N1)SC 1-methyl-N-{[3-(methylsulfanyl)-1,2,4-triazin-6-yl]methyl}cyclopropane-1-carboxamide